4-chloro-5-[(3R)-3-[[5-chloro-4-(4-pyrrolidin-1-ylsulfonylphenyl)-2-pyridyl]oxy]pyrrolidin-1-yl]-2-tetrahydropyran-2-yl-pyridazin-3-one ClC=1C(N(N=CC1N1C[C@@H](CC1)OC1=NC=C(C(=C1)C1=CC=C(C=C1)S(=O)(=O)N1CCCC1)Cl)C1OCCCC1)=O